C(C)(C)(C)OC(=O)N(C1C(C1)C1=CC=C(C=C1)C1=CC=C(C=C1)F)CC1CCN(CC1)CCCC1=CC=C(C(=O)OCC)C=C1 Ethyl 4-(3-(4-(((tert-butoxycarbonyl)(2-(4'-fluoro-[1,1'-biphenyl]-4-yl)cyclopropyl)amino)methyl)piperidin-1-yl)propyl)benzoate